COC=1C=CC2=C(CCCCC2=O)C1 2-methoxy-6,7,8,9-tetrahydro-5H-benzo[7]annulen-5-one